N-(2,2-difluoroethyl)-5-fluoro-2-{3-methyl-6-[(3S)-1-{[(1r,4r)-4-ethylsulfonylaminocyclohexyl]methyl}pyrrolidin-3-yl]imidazo[1,5-a]pyridin-8-yl}-N-(isopropyl)benzamide FC(CN(C(C1=C(C=CC(=C1)F)C=1C=2N(C=C(C1)[C@H]1CN(CC1)CC1CCC(CC1)NS(=O)(=O)CC)C(=NC2)C)=O)C(C)C)F